O-(tert-butyl)-L-threonyl-D-proline C(C)(C)(C)O[C@@H]([C@H](N)C(=O)N1[C@H](CCC1)C(=O)O)C